THIADIAZOLOPYRIMIDONE N1=NS(C2=C1C=NC=N2)=O